FC1=C(C=C(C=C1)F)[C@@H]1N(C[C@H](C1)F)N1N=CC=2C1=NC=C(C2)C(=O)N ((2r,4s)-2-(2,5-difluorophenyl)-4-fluoropyrrolidin-1-yl)-1H-pyrazolo[3,4-b]pyridine-5-carboxamide